C(C=C)(=O)NC1=C(C=CC=C1)C1CCNC=2N1N=C(C2C(=O)N)C2=CC(=CC=C2)Cl 7-(2-Acrylamidophenyl)-2-(3-chlorophenyl)-4,5,6,7-tetrahydropyrazolo[1,5-a]pyrimidine-3-carboxamide